O[C@@]12[C@@H](CN(C1)CC(=O)C=1C=C3CC(NC3=CC1)=O)C[C@@H](C2)OC2=CC=CC=C2 5-(2-((3aS,5S,6aR)-3a-hydroxy-5-phenoxyhexahydrocyclopenta[c]pyrrol-2(1H)-yl)acetyl)indolin-2-one